tert-butyl (1S,4S)-5-(4-bromophenyl)-2,5-diazabicyclo[2.2.1]heptane-2-carboxylate BrC1=CC=C(C=C1)N1[C@@H]2CN([C@H](C1)C2)C(=O)OC(C)(C)C